ClC1=CC2=C(CCC=3C(N2CCCN2C(C4=CC=CC=C4C2=O)=O)=NN(C3)C)C=C1 2-[3-(8-chloro-2-methyl-4,5-dihydropyrazolo[3,4-b][1]benzazepin-10(2H)-yl)propyl]-1H-isoindole-1,3(2H)-dione